ls-2,4,5,6-tetra(9-carbazolyl)-isophthalonitrile C1=CC=CC=2C3=CC=CC=C3N(C12)C1=C(C#N)C(=C(C(=C1C#N)N1C2=CC=CC=C2C=2C=CC=CC12)N1C2=CC=CC=C2C=2C=CC=CC12)N1C2=CC=CC=C2C=2C=CC=CC12